4,6-bis(N-butyl-1,2,2,6,6-pentamethyl-4-piperidylamino)-2-chloro-1,3,5-triazine C(CCC)N(C1=NC(=NC(=N1)N(CCCC)C1CC(N(C(C1)(C)C)C)(C)C)Cl)C1CC(N(C(C1)(C)C)C)(C)C